3-(hydroxymethyl)-2-naphthol 3-methyl-butyl-acetate (iso-amyl-acetate) C(CC(C)C)CC(=O)O.CC(CCCC(=O)O)C.OCC=1C(=CC2=CC=CC=C2C1)O